ClC1=C(C=C(C=C1)NC(CC(C1=CC(=CC=C1)C(F)(F)F)C(F)(F)F)=O)C(=O)NC1=C(C=C(C=C1F)F)F N-[4-chloro-3-[[(2,4,6-trifluorophenyl)amino]carbonyl]phenyl]-β,3-bis(trifluoromethyl)-benzenepropanamide